(2S,3S,4R,5R,6S)-6-({3-butyl-6,6,9-trimethyl-6H,6aH,7H,8H,10aH-benzo[c]isochromen-1-yl}oxy)-5-(hydroxymethyl)oxane-2,3,4-triol C(CCC)C=1C=C(C2=C(OC(C3CCC(=CC23)C)(C)C)C1)O[C@@H]1[C@@H]([C@H]([C@@H]([C@H](O1)O)O)O)CO